O=C1C(=CC(C2=CC=CC=C12)=O)N[C@@H](C(=O)NC=1C=C(C=CC1)C)CC1=CC=CC=C1 (R)-2-((1,4-dioxo-1,4-dihydronaphthalen-2-yl)amino)-3-phenyl-N-(3-tolyl)-propionamide